COC1=CC=C(C=C1)C1=NN(C=N1)S(=O)(=O)C1=CC=C(C=C1)C(=O)N1CCN(CC1)C1=C(C=CC=C1)OC (4-((3-(4-methoxyphenyl)-1H-1,2,4-triazol-1-yl)sulfonyl)phenyl)(4-(2-methoxy-phenyl)piperazin-1-yl)methanone